Bis(4-((3-(phenylthio)-2-(vinylthio)propyl)thio)phenyl)sulfane C1(=CC=CC=C1)SCC(CSC1=CC=C(C=C1)SC1=CC=C(C=C1)SCC(CSC1=CC=CC=C1)SC=C)SC=C